COC=1C=C(C=CC1)C1=C2C(=NC=C1)NN=C2C2CCNCC2 4-(3-methoxyphenyl)-3-(4-piperidyl)-1H-pyrazolo[3,4-b]pyridine